3,10-di(naphthalen-2-yl)perylene (S)-2-(4-oxo-2-phenyl-2,3,3a,4-tetrahydroimidazo[1,5-a]quinoxalin-5(1H)-yl)acetate O=C1[C@H]2N(C3=CC=CC=C3N1CC(=O)O)CN(C2)C2=CC=CC=C2.C2=C(C=CC1=CC=CC=C21)C=2C=CC=1C=3C=CC(=C4C=CC=C(C5=CC=CC2C51)C43)C4=CC3=CC=CC=C3C=C4